(8Z)-oxetan O1CCC1